Tert-butyl 2-(3-(tert-butyl) phenyl)-2-hydroxy-8-azaspiro[4.5]decane-8-carboxylate C(C)(C)(C)C=1C=C(C=CC1)C1(CC2(CC1)CCN(CC2)C(=O)OC(C)(C)C)O